FC1=C(C(=CC=C1OC1CCN(CC1)S(=O)(=O)C)N)N 3-fluoro-4-{[1-(methylsulfonyl)piperidin-4-yl]oxy}benzene-1,2-diamine